FC(C1=NN=C(S1)C1=NC=C2N1C=C(C(=C2N2CCN(CC2)C(C(C)C)=O)F)S(=O)(=O)NC2(COC2)CF)F 3-(5-(difluoromethyl)-1,3,4-thiadiazol-2-yl)-7-fluoro-N-(3-(fluoromethyl)oxetan-3-yl)-8-(4-isobutyrylpiperazin-1-yl)imidazo[1,5-a]pyridine-6-sulphonamide